5,6-dimethyl-benzimidazole cerium [Ce].CC1=CC2=C(N=CN2)C=C1C